ClC1=CC(=CC2=C1N(N=N2)COCC[Si](C)(C)C)C=2OC(=CC2)P(=O)(OCC)OCC 2-[[7-chloro-5-(5-diethoxyphosphoryl-2-furyl)benzotriazol-1-yl]methoxy]ethyl-trimethyl-silane